C=1N=CN2C1C1=CC=CC=C1C2C2CC1(C2)CCN(CC1)S(=O)(=O)N 2-(5H-imidazo[5,1-a]isoindol-5-yl)-7-azaspiro[3.5]nonane-7-sulfonamide